(R)-5-(2-(dimethylamino)ethoxy)-N-(1-(3-(1-isopropyl-1H-pyrazol-4-yl)-5-(1-(oxetan-3-yl)-1H-pyrazol-4-yl)phenyl)ethyl)-2-methylbenzamide CN(CCOC=1C=CC(=C(C(=O)N[C@H](C)C2=CC(=CC(=C2)C=2C=NN(C2)C2COC2)C=2C=NN(C2)C(C)C)C1)C)C